2-(4-fluoro-2,5-dimethoxyphenyl)ethylamine FC1=CC(=C(C=C1OC)CCN)OC